ClCC=1C=C(C=CC1)NC(=O)NC1=CC(=CC=C1)C 1-(3-(chloromethyl)phenyl)-3-(3-methylphenyl)urea